2,2'-ethylidenebis(4-methyl-6-t-butylphenyl) (2-t-butyl-4-methylphenyl) phosphite P1(OC2=C(C=C(C=C2C(C)(C)C)C)C(C)C2=C(C(=CC(=C2)C)C(C)(C)C)O1)OC1=C(C=C(C=C1)C)C(C)(C)C